2-[4-[[[(2S,4r)-1-[(2S)-2-(4-cyclopropyl-triazol-1-yl)-3,3-dimethyl-butyryl]-4-hydroxy-pyrrolidine-2-carbonyl]amino]methyl]-1-piperidinyl]pyridine-3-carboxamide C1(CC1)C=1N=NN(C1)[C@H](C(=O)N1[C@@H](C[C@H](C1)O)C(=O)NCC1CCN(CC1)C1=NC=CC=C1C(=O)N)C(C)(C)C